C1(CCC1)C(C1=CC=C(C=C1)C(F)(F)F)N(C1=C(C(=NC=N1)NCC1=CC=C(C=C1)CC(=O)N)F)C1CC1 2-[4-[[[6-[[cyclobutyl-[4-(trifluoromethyl)phenyl]methyl]-cyclopropyl-amino]-5-fluoro-pyrimidin-4-yl]amino]methyl]phenyl]acetamide